BrC1=CC(=CC(=C1)S(=O)(=O)C(F)(F)F)F 1-bromo-3-fluoro-5-(trifluoromethyl-sulfonyl)benzene